NC=1N=CC(=C2C1N(N=C2)C)NC(C(N2[C@H](CC[C@@H](C2)C)C=2C=CC1=C(N=CS1)C2)=O)=O N-(7-Amino-1-methyl-pyrazolo[3,4-c]pyridin-4-yl)-2-oxo-2-[(2R,5S)-2-(1,3-benzothiazol-5-yl)-5-methyl-1-piperidyl]acetamide